4-((6-(1-(tert-Butyl)-1H-pyrazol-4-yl)pyrimidin-4-yl)((4-(4-methoxy-3-methylphenyl)bicyclo[2.2.2]octan-1-yl)methyl)carbamoyl)(trans-cyclohexyl) 3-hydroxyazetidine-1-carboxylate OC1CN(C1)C(=O)O[C@@H]1CC[C@H](CC1)C(N(CC12CCC(CC1)(CC2)C2=CC(=C(C=C2)OC)C)C2=NC=NC(=C2)C=2C=NN(C2)C(C)(C)C)=O